C(C1=CC=CC=C1)N1C=C(C=CC1=O)OC1=C(C=C(C=C1Cl)N1N=C(C(NC1=O)=O)C#N)Cl 2-[4-[(1-Benzyl-6-oxo-1,6-dihydropyridin-3-yl)oxy]-3,5-dichlorophenyl]-3,5-dioxo-1,2,4-triazine-6-carbonitrile